N-(3-cyanopyridin-2-yl)-N-methyl-methacrylamide C(#N)C=1C(=NC=CC1)N(C(C(=C)C)=O)C